1-(4-(pyridin-3-ylsulfonyl)piperazin-1-yl)-4-(3-(trifluoromethyl)phenoxy)butan-1-one N1=CC(=CC=C1)S(=O)(=O)N1CCN(CC1)C(CCCOC1=CC(=CC=C1)C(F)(F)F)=O